1-(tert-butyl)-9-[2-carboxy(4-methyl-4-cyclohexenyl)]carbonyloxyanthracene C(C)(C)(C)C1=CC=CC2=CC3=CC=CC=C3C(=C12)OC(=O)C1C(CC(=CC1)C)C(=O)O